4-(4-Bromo-6-fluoro-1-(tetrahydro-2H-pyran-2-yl)-1H-indazol-5-yl)butanal BrC1=C2C=NN(C2=CC(=C1CCCC=O)F)C1OCCCC1